C1(CC1)C1=NC2=CC(=C(C=C2C(=N1)O)O)OC 2-cyclopropyl-7-methoxyquinazoline-4,6-diol